CC1=NNC2=CC(=CC=C12)C1CCC(CC1)=O methyl-6-(4-oxocyclohexyl)indazol